C(C)OC(C(C1=C2N(C=N1)CCC2)N2N=C1C(=C(C=C(C1=C2)Cl)C2=CC(=C(C=C2)N2CCOCC2)F)F)=O 2-(4-chloro-7-fluoro-6-(3-fluoro-4-morpholinylphenyl)-2H-indazol-2-yl)-2-(6,7-dihydro-5H-pyrrolo[1,2-c]imidazol-1-yl)acetic acid ethyl ester